Cl.N[C@@H]1[C@@](CCCC1)(O)C1=C(C2=NC(=CC(=C2S1)NCC=1SC=CC1)Cl)Cl (1r,2s)-2-amino-1-(3,5-dichloro-7-((thiophen-2-ylmethyl)amino)thieno[3,2-b]pyridin-2-yl)cyclohexane-1-ol hydrochloride